bis(((S)-2-(methoxymethyl)-3-oxoquinuclidin-2-yl) methyl) carbonate C(OC[C@@]1(N2CCC(C1=O)CC2)COC)(OC[C@@]2(N1CCC(C2=O)CC1)COC)=O